tertiary butyl peroxyneoheptanoate C(CCC(C)(C)C)(=O)OOC(C)(C)C